7-hydroxy-6-methoxy-2-methyl-3-(3-(4-methylpiperazin-1-yl)-3-oxopropyl)-4-oxo-4H-chromen-8-carboxaldehyde hydrochloride Cl.OC1=C(C=C2C(C(=C(OC2=C1C=O)C)CCC(=O)N1CCN(CC1)C)=O)OC